3-fluoro-5-(1-methylpyrrolidin-2-yl)benzoic acid FC=1C=C(C(=O)O)C=C(C1)C1N(CCC1)C